BrC1=CN=C2C(=NC(=NN21)S(=O)(=O)C)NCC2=NC1=C(N2)C=CC=C1F 7-bromo-N-[(4-fluoro-1H-benzimidazol-2-yl)methyl]-2-(methylsulfonyl)imidazo[2,1-f][1,2,4]triazin-4-amine